ClC1=CC(=NC2=NC(=C(N=C21)C)C)N2C[C@@H](O[C@@H](C2)C)C=2C=NN(C2)C2CC2 (2S,6R)-4-(8-chloro-2,3-dimethyl-pyrido[2,3-b]pyrazin-6-yl)-2-(1-cyclopropylpyrazol-4-yl)-6-methyl-morpholine